aluminum silicon-iron [Fe].[Si].[Al]